7-(chloromethyl)-3-ethylquinolin-2(1H)-one ClCC1=CC=C2C=C(C(NC2=C1)=O)CC